ClC=1C(=C(C=CC1)NC1=C(NC2=C1C(NC[C@@H]2CC(C)(C)O)=O)C2=C(C=NC=C2)F)OC (7S)-3-[(3-chloro-2-methoxyphenyl)amino]-2-(3-fluoropyridin-4-yl)-7-(2-hydroxy-2-methylpropyl)-1H,5H,6H,7H-pyrrolo[3,2-c]pyridin-4-one